FC=1C=CC(=NC1)[C@@H](CO)OC=1C=2N(C=C(C1)C=1N=NN(C1C)C1CCN(CC1)C#N)N=C1C2C=NN1 (S)-4-(4-(4-(1-(5-fluoropyridin-2-yl)-2-hydroxyethoxy)-1H-pyrazolo[3',4':3,4]pyrazolo[1,5-a]pyridin-6-yl)-5-methyl-1H-1,2,3-triazol-1-yl)piperidine-1-carbonitrile